C(=O)(O)[C@H](O)[C@@H](O)C(=O)O.C[C@@H]1N(CCO[C@H]1C1=CC=CC=C1)C (2S,3S)-3,4-Dimethyl-2-phenylmorpholine L-(+)-tartrate